(3R)-1-[7-[8-ethyl-7-fluoro-3-(methoxymethoxy)-1-naphthyl]-8-fluoro-2-[[1-(hydroxymethyl)cyclopropyl]methoxy]-5-isopropoxy-pyrido[4,3-d]pyrimidin-4-yl]-3-methyl-piperidin-3-ol C(C)C=1C(=CC=C2C=C(C=C(C12)C1=C(C=2N=C(N=C(C2C(=N1)OC(C)C)N1C[C@@](CCC1)(O)C)OCC1(CC1)CO)F)OCOC)F